(2,3-dihydroxypropyl)aminomethyl-carboxamide OC(CNCC(=O)N)CO